(±)-apigenin O1C(=CC(=O)C=2C(O)=CC(O)=CC12)C1=CC=C(O)C=C1